3-(1-(methyl-d3)piperidin-4-yl-2,2,3,3,5,5,6,6-d8)-1H-indol-4-ol C(N1C(C(C(C(C1([2H])[2H])([2H])[2H])C1=CNC=2C=CC=C(C12)O)([2H])[2H])([2H])[2H])([2H])([2H])[2H]